C(#C)C=1C2=C(N=C(N1)N)C=CS2 4-ethynyl-thieno[3,2-d]pyrimidin-2-amine